BrC1=CC2=C(NC(=N2)C2=CC=C(C=C2)NC(C)=O)C=C1 N-(4-(5-BROMO-1H-BENZO[D]IMIDAZOL-2-YL)PHENYL)ACETAMIDE